(±)-tert-butyl 3-acetoxy-6,6-difluoro-8-azabicyclo[3.2.1]octane-8-carboxylate C(C)(=O)OC1CC2CC(C(C1)N2C(=O)OC(C)(C)C)(F)F